C(C1=CC=CC=C1)N(C(=O)C1CC2(C1)CC(C2)NC(=O)NCC2=CC=C(C=C2)OC)C N-benzyl-6-(3-(4-methoxybenzyl)ureido)-N-methylspiro[3.3]heptane-2-carboxamide